CC1=CC(CC(C1)(C)C)C(C#N)C#N 2-(3,5,5-trimethylcyclohex-2-enyl)-malononitrile